(3aR,7aS)-1-(3,5-dichloro-2-pyridyl)-2,3,3a,4,5,6,7,7a-octahydropyrrolo[3,2-c]pyridine ClC=1C(=NC=C(C1)Cl)N1CC[C@@H]2CNCC[C@@H]21